C1(CC1)C1=C(C=C2C(=N1)N=C(O2)N2CCOCC2)NC(=O)C=2N=C(OC2)N2C[C@H](CC2)O (S)-N-(5-cyclopropyl-2-morpholinyloxazolo[4,5-b]pyridin-6-yl)-2-(3-hydroxypyrrolidin-1-yl)oxazole-4-carboxamide